(R)-(+)-ethyl [4-(3-cyclopentyloxy-4-methoxyphenyl) pyrrolidin-2-ylidene]Acetate C1(CCCC1)OC=1C=C(C=CC1OC)[C@H]1CC(NC1)=CC(=O)OCC